3-(2-hydroxy-prop-2-yl)-1H-pyrazin-2-one OC(C)(C)C=1C(NC=CN1)=O